2-Chloro-4-((3R)-8-(4-(4-((4-(2-((2,6-dioxo-piperidin-3-yl)amino)-phenyl)piperazin-1-yl)-methyl)piperidine-1-carbonyl)phenyl)-3-methyl-2,8-diazaspiro[4.5]decan-2-yl)benzonitrile ClC1=C(C#N)C=CC(=C1)N1CC2(C[C@H]1C)CCN(CC2)C2=CC=C(C=C2)C(=O)N2CCC(CC2)CN2CCN(CC2)C2=C(C=CC=C2)NC2C(NC(CC2)=O)=O